trans-4-((4-(2-Cyclopropyloxazol-4-yl) pyridine-2-yl)((trans-4-(5-methoxy-6-methylpyridin-2-yl)cyclohexyl)methyl) carbamoyl)cyclohexyl 3-isopropylazetidine-1-carboxylate C(C)(C)C1CN(C1)C(=O)O[C@@H]1CC[C@H](CC1)C(N(C[C@@H]1CC[C@H](CC1)C1=NC(=C(C=C1)OC)C)C1=NC=CC(=C1)C=1N=C(OC1)C1CC1)=O